CC1=C(C(=CC=C1)C)C1=C(C(=CC=C1)C1=C(C=CC=C1C)C)C=1C(=C(C(=CC1)OC)PC1=CC(=CC(=C1O)C(F)(F)F)C(F)(F)F)OC 6-{[2,6-bis(2,6-dimethylphenyl)phenyl-(2,6-dimethoxyphenyl)]-phosphino}-4-trifluoromethyl-2-trifluoromethylphenol